P(OC1=CC=CC=C1)(OC(C1=C(C=C(C=C1C)C)C)=O)=O.[Mg] magnesium phenyl (2,4,6-trimethylbenzoyl) phosphonate